P1(OOO1)=O beta-keto phosphonate